(R)-2-Methyl-N-(1-(naphthalen-1-yl)ethyl)-5-nitrobenzenesulfonamide CC1=C(C=C(C=C1)[N+](=O)[O-])S(=O)(=O)N[C@H](C)C1=CC=CC2=CC=CC=C12